ethyl 2-(N-(4-((2-(4,4-difluoropiperidin-1-yl)-6-methylpyrimidin-4-yl)carbamoyl)-3-(6-(methoxymethyl)-3-azabicyclo[4.1.0]heptan-3-yl)phenyl)sulfamoyl)acetate FC1(CCN(CC1)C1=NC(=CC(=N1)NC(=O)C1=C(C=C(C=C1)NS(=O)(=O)CC(=O)OCC)N1CC2CC2(CC1)COC)C)F